N-[(6-Amino-2-pyridyl)sulfonyl]-6-(3-isobutylpyrazol-1-yl)-2-[(4S)-2,2,4-trimethylpyrrolidin-1-yl]pyridin-3-carboxamid NC1=CC=CC(=N1)S(=O)(=O)NC(=O)C=1C(=NC(=CC1)N1N=C(C=C1)CC(C)C)N1C(C[C@@H](C1)C)(C)C